3-(3-Amino-5-(2-aminopyridin-4-yl)-1H-indazol-7-yl)benzenesulfonamide NC1=NNC2=C(C=C(C=C12)C1=CC(=NC=C1)N)C=1C=C(C=CC1)S(=O)(=O)N